CC1[C@H]2N(C(O1)(C)C)C(C(C2)F)=O (7aS)-methyl-6-fluoro-3,3-dimethyl-5-oxohexahydropyrrolo[1,2-c]oxazole